8-cyano-6,12-dioxo-6,12-dihydroindolo[2,1-b]quinazoline-2-carboxylic Acid C(#N)C=1C=C2C(C3=NC4=CC=C(C=C4C(N3C2=CC1)=O)C(=O)O)=O